7-(3,4-dimethoxyphenyl)-N-(4-(piperidin-1-yl)phenyl)pyrazolo[1,5-a]pyrimidine-2-carboxamide COC=1C=C(C=CC1OC)C1=CC=NC=2N1N=C(C2)C(=O)NC2=CC=C(C=C2)N2CCCCC2